1-(4-((4-Acetylpiperazin-1-yl)methyl)-3-(trifluoromethyl)-phenyl)-3-(5-(2-(dimethylamino)-pyrimidin-4-yl)-4-methylthiazol-2-yl)urea C(C)(=O)N1CCN(CC1)CC1=C(C=C(C=C1)NC(=O)NC=1SC(=C(N1)C)C1=NC(=NC=C1)N(C)C)C(F)(F)F